6-(2-((tert-butyldimethylsilyl)oxy)propan-2-yl)-1-(cyclopropylmethyl)-1H-pyrrolo[2,3-b]pyridine [Si](C)(C)(C(C)(C)C)OC(C)(C)C1=CC=C2C(=N1)N(C=C2)CC2CC2